6-(4-Fluorophenyl)-8-methoxy-N-((1-methylpiperidin-2-yl)methyl)quinazolin-4-amine FC1=CC=C(C=C1)C=1C=C2C(=NC=NC2=C(C1)OC)NCC1N(CCCC1)C